3,4-dihydroxy-3-cyclobutene OC=1CCC1O